ClC1=NC=C(C(=N1)NC1=C(C=C(C=C1)C1=CC=C(C=C1)C#N)F)F 4-{4-[(2-chloro-5-fluoropyrimidin-4-yl)amino]-3-fluorophenyl}benzene-1-carbonitrile